C1(CC1)C1=NC=CC=C1C1=NOC(=N1)[C@H]1[C@@H](C1)C1=CC=C(C=C1)S(=O)(=O)N 4-{(1R,2R)-2-[3-(2-cyclopropylpyridin-3-yl)-1,2,4-oxadiazol-5-yl]cyclopropyl}benzenesulfonamide